N-(β-aminoethyl)-γ-aminopropyl-methyl-triethoxysilane NCCNCCCC(C)O[Si](OCC)(OCC)C